C(C)(C)(C)OC(NC1=NN(C=C1CC1=C(C=CC=C1)C#N)C)=O (4-(2-cyanobenzyl)-1-methyl-1H-pyrazol-3-yl)carbamic acid tert-butyl ester